5-[5-[chloro(difluoro)methyl]-1,2,4-oxadiazol-3-yl]-N-[1-quinolin-2-ylethyl]pyrimidin-2-amine ClC(C1=NC(=NO1)C=1C=NC(=NC1)NC(C)C1=NC2=CC=CC=C2C=C1)(F)F